C1(=CC=CC=C1)C(CC(=O)O)N1C=NC=C1 β-phenyl-1H-imidazole-1-propionic acid